2-[(2S)-4-[7-(8-chloro-1-naphthyl)-2-[[(2S)-1-methylpyrrolidin-2-yl]methoxy]-6,8-dihydro-5H-pyrido[3,4-d]pyrimidin-4-yl]-1-[2-(hydroxymethyl)prop-2-enoyl]piperazin-2-yl]acetonitrile ClC=1C=CC=C2C=CC=C(C12)N1CC=2N=C(N=C(C2CC1)N1C[C@@H](N(CC1)C(C(=C)CO)=O)CC#N)OC[C@H]1N(CCC1)C